ClC=1C(C(=C(C1Cl)Cl)Cl)=CC1=CC=CC=C1 [(2,3,4,5-Tetrachlorocyclopenta-2,4-dien-1-ylidene)methyl]benzene